C(C)OC(=O)C1=NN2C(N(C3=C(C2=O)CN(C3=O)C(C)C)CC(=O)NC3=NC=C(C=C3)F)=C1 4-{2-[(5-fluoropyridin-2-yl)amino]-2-oxoethyl}-5,8-dioxo-6-(propan-2-yl)-5,6,7,8-tetrahydro-4H-pyrazolo[1,5-a]pyrrolo[3,4-d]pyrimidine-2-carboxylic acid ethyl ester